C(C)(=O)N[C@@H](CCC(N)=O)C(=O)O (acetyl)-L-glutamine